[Cl-].C(CCC)N1C=NC=C1 N-butylimidazole chloride salt